8-(6-(6-chloro-2-methylquinazolin-4-yl)-5,6,7,8-tetrahydro-1,6-naphthyridin-3-yl)-5-methyl-2-oxa-5,8-diazaspiro[3.5]nonane ClC=1C=C2C(=NC(=NC2=CC1)C)N1CC=2C=C(C=NC2CC1)N1CCN(C2(COC2)C1)C